1-(((3S)-1-((3,3-difluoro-1-pyrrolidinyl)sulfonyl)-3-piperidinyl)carbonyl)-N-(4-(trifluoromethyl)benzyl)-D-prolinamide FC1(CN(CC1)S(=O)(=O)N1C[C@H](CCC1)C(=O)N1[C@H](CCC1)C(=O)NCC1=CC=C(C=C1)C(F)(F)F)F